C(C=C)(=O)OCCCCCCCC\C=C/CC(CCCCCC)OC(=O)OCC#CCCCCCC (Z)-12-(((non-2-yn-1-yloxy)carbonyl)oxy)octadec-9-en-1-yl acrylate